C(C)N(CCNC(CCCCCCCCCCCCCCCCC)=O)CC N-[2-(diethylamino)ethyl]octadecanamide